C(C)(C)(C)OC(NC1=NC(=C(C=C1)NCCN)C)=O (5-((2-aminoethyl)amino)-6-methylpyridin-2-yl)carbamic acid tert-butyl ester